[Pt].C(=C)[SiH]1O[SiH](O[SiH](O[SiH](O1)C=C)C=C)C=C tetra-vinyl-cyclotetrasiloxane platinum